[2-(difluoromethyl)phenyl]Acetic acid FC(C1=C(C=CC=C1)CC(=O)O)F